N,N,2-Trimethyl-6-morpholino-5-nitro-2,3-dihydrobenzofuran-2-carboxamide CN(C(=O)C1(OC2=C(C1)C=C(C(=C2)N2CCOCC2)[N+](=O)[O-])C)C